(S)-(-)-2-bromopropionic acid methyl ester COC([C@H](C)Br)=O